[Si](C)(C)(C(C)(C)C)O[C@H]1[C@@H](O[C@@H]([C@H]1OP(=O)O)CO)N1C=C2CCCSC=3C2=C1N=CN3 2-{2-O-[tert-butyl(dimethyl)silyl]-3-O-[hydroxy(oxo)-λ5-phosphanyl]-β-D-ribofuranosyl}-2,7,8,9-tetrahydro-6-thia-2,3,5-triazabenzo[cd]azulene